ClC1=CC=CC=2N(N=NC21)O chloro-1-hydroxybenzotriazole